N-((1R,2S)-2-fluorocyclopropyl)-7-(methylamino)-5-((2-carbonyl-1-(1H-pyrrol-1-yl)-1,2-dihydropyridin-3-yl)amino)pyrazolo[1,5-a]pyrimidine-3-carboxamide F[C@@H]1[C@@H](C1)NC(=O)C=1C=NN2C1N=C(C=C2NC)NC=2C(N(C=CC2)N2C=CC=C2)=C=O